[Na+].[Na+].[Na+].OC=1C=C(C=2C=CC3=C(C=C(C=4C=CC1C2C43)S(=O)(=O)[O-])S(=O)(=O)[O-])S(=O)(=O)[O-] 8-hydroxy-1,3,6-pyrenetrisulfonic acid trisodium salt